FC1=C(OC(C(C(=O)O)(C)C)CC)C=CC(=C1)F (2,4-difluorophenoxy)-2,2-dimethylpentanoic acid